C(C)OC1=NC=CC(=C1)C1(CC(C1)OC1=CC=C(C=N1)C1=CC(=NO1)[O-])F.[Na+] sodium 5-(6-{[trans-3-(2-ethoxypyridin-4-yl)-3-fluorocyclobutyl]oxy}pyridin-3-yl)isoxazol-3-olate